ClC1=NC=2C=CC=CC2C2=C1NC(N2CC=2SC(=CC2)CN2CCCC2)=O 4-chloro-1-((5-(pyrrolidin-1-ylmethyl)thiophen-2-yl)methyl)-1H-imidazo[4,5-c]Quinolin-2(3H)-one